CC1N(CCC(=C1)C1=CC=2C(=NN(C2)C2OCCCC2)S1)C(=O)OC(C)(C)C tert-butyl 2-methyl-4-[2-(oxan-2-yl)thieno[2,3-c]pyrazol-5-yl]-5,6-dihydro-2H-pyridine-1-carboxylate